CC(C)(C1=C(C=CC=C1)OCCO)C1=CC=C(C=C1)C(C)(C)C1=C(C=CC=C1)OCCO 1,4-bis[1-methyl-1-(2-hydroxyethoxyphenyl)ethyl]benzene